(S)-2-chloro-N-(4-(2,5-difluorophenyl)-2-(3-fluoropyrrolidin-1-yl)pyridin-3-yl)pyrimidine-5-carboxamide formic acid salt C(=O)O.ClC1=NC=C(C=N1)C(=O)NC=1C(=NC=CC1C1=C(C=CC(=C1)F)F)N1C[C@H](CC1)F